3,4,5-trimethyl-2,6-bis(1-phenylvinyl)aniline CC=1C(=C(N)C(=C(C1C)C)C(=C)C1=CC=CC=C1)C(=C)C1=CC=CC=C1